2-(2-(2-isopropylphenyl)-4-(3-methoxy-4-(trifluoromethyl)benzyl)piperazin-1-yl)-7-azaspiro[3.5]Nonane C(C)(C)C1=C(C=CC=C1)C1N(CCN(C1)CC1=CC(=C(C=C1)C(F)(F)F)OC)C1CC2(C1)CCNCC2